(6-((2-((2-methoxy-4-morpholinyl-5-(pyrimidin-5-yl) phenyl) amino)-5-methylpyrimidin-4-yl) amino) quinoxalin-5-yl) dimethylphosphinate CP(OC1=C2N=CC=NC2=CC=C1NC1=NC(=NC=C1C)NC1=C(C=C(C(=C1)C=1C=NC=NC1)N1CCOCC1)OC)(=O)C